2-heptylundecyl palmitate C(CCCCCCCCCCCCCCC)(=O)OCC(CCCCCCCCC)CCCCCCC